5-(2-(3-(1-(azetidin-1-yl)ethyl)-5-methoxyphenylamino)-5-methylpyrimidin-4-ylamino)benzo[d]oxazol-2(3H)-one N1(CCC1)C(C)C=1C=C(C=C(C1)OC)NC1=NC=C(C(=N1)NC=1C=CC2=C(NC(O2)=O)C1)C